P(=O)(O)(O)OC[C@H](N)C(=O)O 3-phosphonoserine